(1R,4R,5R,8R)-2,6-dioxabicyclo[3.3.0]octane-4,8-diol [C@@H]12OC[C@H]([C@H]2OC[C@H]1O)O